COC=1C=C(CN2CCN(CC2)C2=CC=C(C=N2)C=2C=3N(C=C(N2)C=2C=NN(C2)C)N=CC3C#N)C=CC1 4-(6-(4-(3-Methoxybenzyl)piperazin-1-yl)pyridin-3-yl)-6-(1-methyl-1H-pyrazol-4-yl)pyrazolo[1,5-a]pyrazine-3-carbonitrile